FC(C1=CC=C(OC=2C=C3C(=CNC3=CC2)NC(OC(C)(C)C)=O)C=C1)(F)F tert-butyl (5-(4-(trifluoromethyl)phenoxy)-1H-indol-3-yl)carbamate